OCC(C)C1=CC=C(CC2(CCCC2)O)C=C1 (4-(1-hydroxy-2-propyl)-benzyl)-1-cyclopentanol